ClC1=CC=C(C(=N1)C(=O)NS(=O)(=O)C)N[C@H](C)C=1C=C(C=C2C(N(C(=NC12)N1CC2=NN(C=C2C1)CC(F)F)C)=O)C (R)-6-chloro-3-((1-(2-(2-(2,2-difluoroethyl)-2,6-dihydropyrrolo[3,4-c]pyrazol-5(4H)-yl)-3,6-dimethyl-4-oxo-3,4-dihydroquinazolin-8-yl)ethyl)amino)-N-(methylsulfonyl)picolinamide